[Pt+2].C(C)N1N=C2N=C(C=NC2=C1)N[C@@H](C)C=1C=C(C=CC1)NC(C1=CN=C(C(=C1)C)NC1CCOCC1)=O (S)-N-(3-(1-((2-ethyl-2H-pyrazolo[3,4-b]pyrazin-6-yl)amino)ethyl)phenyl)-5-methyl-6-((tetrahydro-2H-pyran-4-yl)amino)nicotinamide Platinum(II)